2,5-dimercaptoterephthalic acid dimethyl ester COC(C1=C(C=C(C(=O)OC)C(=C1)S)S)=O